4-bromo-1-(3-(3-hydroxy-3-methoxyformylpyrrolidin-1-yl)propyl)indoline BrC1=C2CCN(C2=CC=C1)CCCN1CC(CC1)(C(=O)OC)O